(4-Nitrocinnamoyl)guanidin [N+](=O)([O-])C1=CC=C(C=CC(=O)NC(=N)N)C=C1